CC=1C=C(COC2=C(C(=O)O)C(=CC(=C2)OS(=O)(=O)C2=CC=C(C)C=C2)OS(=O)(=O)C2=CC=C(C)C=C2)C=CC1 2-((3-Methylbenzyl)oxy)-4,6-bis(tosyloxy)benzoic acid